3-{3-[(propan-2-yl)amino]pyrrolidin-1-yl}-1,2,4-triazin CC(C)NC1CN(CC1)C=1N=NC=CN1